[Mn].[Ca].C(=O)(C=C)OCCC[Si](OC)(OC)OC acryl-oxypropyltrimethoxysilane calcium-manganese